OC1(CNC1)[C@@H](C)NC(=O)C=1C=NC2=C(C=CC=C2C1)C1=CC=C(C=C1)C(F)(F)F (R)-N-(1-(3-hydroxyazetidin-3-yl)ethyl)-8-(4-(trifluoromethyl)phenyl)quinoline-3-carboxamide